C(C)C1=C(C(=CC=C1)CC)N(C(CCl)=O)COCCCC N-(2,6-diethylphenyl)-N-butoxymethyl-chloroacetamide